C(C)OC(=O)C1=C(OC2=C1C=C(C=C2)C(=O)O)C 3-(ethoxycarbonyl)-2-methylbenzofuran-5-carboxylic acid